2-(3,4-Difluorophenoxy)-N-{3-[(2-methylpyrazolo[1,5-a]pyrazin-4-yl)amino]bicyclo[1.1.1]pent-1-yl}acetamide FC=1C=C(OCC(=O)NC23CC(C2)(C3)NC=3C=2N(C=CN3)N=C(C2)C)C=CC1F